tert-butyl (R)-3-((5-(4-methyl-5,6,7,8-tetrahydro-1,8-naphthyridin-2-yl)pentyl)oxy)pyrrolidine-1-carboxylate CC1=CC(=NC=2NCCCC12)CCCCCO[C@H]1CN(CC1)C(=O)OC(C)(C)C